(5-(6-methyl-[1,2,4]triazolo[1,5-a]pyridin-2-yl)-8-(methylamino)-2,7-naphthyridin-3-yl)cyclobutanecarboxamide tert-butyl-(1R,4R)-5-amino-2-azabicyclo[2.1.1]hexane-2-carboxylate C(C)(C)(C)OC(=O)N1[C@H]2C([C@@H](C1)C2)N.CC=2C=CC=1N(C2)N=C(N1)C1=C2C=C(N=CC2=C(N=C1)NC)C1(CCC1)C(=O)N